t-butyl-1,1-di(t-hexylperoxy)cyclohexane C(C)(C)(C)C1C(CCCC1)(OOC(C)(C)CCC)OOC(C)(C)CCC